N-(4'-chloro-3'-fluorobiphenyl-2-yl)-4-difluoromethyl-2-methylthiazole-5-carboxamide ClC1=C(C=C(C=C1)C1=C(C=CC=C1)NC(=O)C1=C(N=C(S1)C)C(F)F)F